F[P-](F)(F)(F)(F)F.C(#N)C(C#N)=NOC(=[N+]1CCCC1)N1CCOCC1 1-((dicyanomethyleneaminooxy)morpholinylmethylene)pyrrolidinium hexafluorophosphate